CC1(C(NC2=CC=CC=C12)(C(=O)N)C)C trimethylindoline-2-carboxamide